(2r,3s,4s,5r,6r)-4,5-bis(benzyloxy)-6-methoxy-2-(tributylstannyl)tetrahydro-2H-pyran-3-ol C(C1=CC=CC=C1)O[C@H]1[C@@H]([C@H](O[C@H]([C@@H]1OCC1=CC=CC=C1)OC)[Sn](CCCC)(CCCC)CCCC)O